O1C[C@H](CC1)OC1=CC=C2C=NC=NC2=C1 7-((S)-tetrahydrofuran-3-yloxy)quinazoline